C(C=C)C=1C=CC2=C(N=C(S2)CNC(OC(C)(C)C)=O)C1 Tert-butyl ((5-allylbenzo[d]thiazol-2-yl)methyl)carbamate